1-methylethyl 2-methylpropyl ether CC(COC(C)C)C